benzo[c][1,2,5]oxadiazole-5-carboxylic acid hydrazide N=1ON=C2C1C=CC(=C2)C(=O)NN